C(C1=CC=CC=C1)C1=CC2=C(S1)C1=C(C(C3=C2C(=C(C=C3)F)F)=O)C=CC=C1 2-benzyl-4,5-difluoro-8H-dibenzo[3,4:6,7]cyclohepta[1,2-b]thiophen-8-one